BrC1=CC2=C(CNCCN2C)C=C1 8-bromo-1-methyl-3,4-dihydro-2H-1,4-benzodiazepine